1-{5'-chloro-7'-oxo-7',8'-dihydro-6'H-spiro[cyclohexane-1,9'-furo[2,3-f]quinazoline]-2'-ylmethyl}azetidine-3-carbonitrile ClC=1C=C2C(=C3C4(NC(NC13)=O)CCCCC4)OC(=C2)CN2CC(C2)C#N